2-(3-bromo-4-chlorophenyl)ethanol BrC=1C=C(C=CC1Cl)CCO